C(C)(C)N1N=C(C=C1C1[C@H]2CC(C[C@@H]12)N1CC2(CS(C2)(=O)=O)CC1)C1CCC2(OCCO2)CC1 6-((1R,3s,5S,6r)-6-(1-isopropyl-3-(1,4-dioxaspiro[4.5]decan-8-yl)-1H-pyrazol-5-yl)bicyclo[3.1.0]hexan-3-yl)-2-thia-6-azaspiro[3.4]octane 2,2-dioxide